[4-(6,7-dimethoxyquinazolin-4-yl)oxy-3-fluoro-phenyl]-1-(6-methoxy-4-methyl-3-pyridyl)-2-oxo-6-(trifluoromethyl)pyridine-3-carboxamide COC=1C=C2C(=NC=NC2=CC1OC)OC1=C(C=C(C=C1)C1=C(C(N(C(=C1)C(F)(F)F)C=1C=NC(=CC1C)OC)=O)C(=O)N)F